(4z,7z)-decadiene C=C\C=C/CCCCCC